2-(7-fluoro-3-(methoxymethoxy)-8-methylnaphthalen-1-yl)-4,4,5,5-tetramethyl-1,3,2-dioxaborolane FC1=CC=C2C=C(C=C(C2=C1C)B1OC(C(O1)(C)C)(C)C)OCOC